C(C)(C)(C)OC(NC1=CC(=NC=2N1N=CC2C(C)C)Cl)=O (5-chloro-3-Isopropylpyrazolo[1,5-a]pyrimidin-7-yl)carbamic acid tert-butyl ester